ClC1=CC(=C(C=C1)C1(OC(C2=C(O1)C=CC=C2)C2CCN(CC2)CC2=NC1=C(N2C[C@H]2OCC2)C=C(C=C1)C(=O)O)C1CC1)F 2-((4-(2-(4-chloro-2-fluorophenyl)-2-cyclopropylbenzo[d][1,3]dioxan-4-yl)piperidin-1-yl)methyl)-1-(((S)-oxetan-2-yl)methyl)-1H-benzo[d]imidazole-6-carboxylic acid